FC1=NNC2=CC=C(C=C12)CN (3-fluoro-1H-indazol-5-yl)methylamine